4-hydroxy-tetrahydropyran-4-carboxamide OC1(CCOCC1)C(=O)N